1-(4-phenoxyphenyl)ethan-1-one O(C1=CC=CC=C1)C1=CC=C(C=C1)C(C)=O